5-(2-Cyclobutyl-3H-imidazo[4,5-b]pyridin-7-yl)-7-(3,3-dimethylbut-1-yn-1-yl)-1H-indazol-3-amine C1(CCC1)C1=NC=2C(=NC=CC2C=2C=C3C(=NNC3=C(C2)C#CC(C)(C)C)N)N1